tert-butyl 3-[1-(2,6-dibenzyloxy-3-pyridyl)-3-methyl-2-oxo-benzimidazol-5-yl]-2,5-dihydropyrrole-1-carboxylate C(C1=CC=CC=C1)OC1=NC(=CC=C1N1C(N(C2=C1C=CC(=C2)C=2CN(CC2)C(=O)OC(C)(C)C)C)=O)OCC2=CC=CC=C2